4-[(4-(4,5-dihydrofuran-2-yl)-6-[(5-methyl-1H-pyrazol-3-yl)amino]pyrimidin-2-yl)amino]adamantan-1-ol O1C(=CCC1)C1=NC(=NC(=C1)NC1=NNC(=C1)C)NC1C2CC3(CC(CC1C3)C2)O